methyl 2-(3-(2-methyl-5-((4-methylthiazol-5-yl)methoxy)benzofuran-3-carboxamido)tetrahydrofuran-3-yl)acetate CC=1OC2=C(C1C(=O)NC1(COCC1)CC(=O)OC)C=C(C=C2)OCC2=C(N=CS2)C